N=1C=C(N2C=NC=CC21)C2CN(CCC2)C2=CC(=NC(=N2)N)N 6-(3-(imidazo[1,2-c]pyrimidin-3-yl)piperidin-1-yl)pyrimidine-2,4-diamine